Benzyl N-[1-[2-[4-[1-(2,6-dioxo-3-piperidyl)-3-methyl-2-oxo-benzimidazol-5-yl]piperazin-1-yl]-2-oxo-ethyl]-4-piperidyl]carbamate O=C1NC(CCC1N1C(N(C2=C1C=CC(=C2)N2CCN(CC2)C(CN2CCC(CC2)NC(OCC2=CC=CC=C2)=O)=O)C)=O)=O